COC1=C(CC(N)C)C=C(C(=C1)C)SC 2-methoxy-4-methyl-5-methylthioamphetamine